8-Chloro-1-[trans-4-(trifluoromethyl)cyclohexyl]-5,6-dihydro-4H-[1,2,4]triazolo[4,3-a][1]benzazepin-5-amin ClC=1C=CC2=C(CC(CC=3N2C(=NN3)[C@@H]3CC[C@H](CC3)C(F)(F)F)N)C1